ethyl rac-3-(((benzyloxy)carbonyl)amino)spiro[bicyclo[2.2.1]heptane-2,1'-cyclohexane]-3'-carboxylate C(C1=CC=CC=C1)OC(=O)NC1C2CCC(C2)C12CC(CCC2)C(=O)OCC